bromo(ethyl)triphenylphosphorane BrP(C1=CC=CC=C1)(C1=CC=CC=C1)(C1=CC=CC=C1)CC